C(CCSSCCC(=O)NN)(=O)NN 3,3'-dithiodipropanehydrazide